COC=1C(=C2C=CNC2=C(C1)C)CN1[C@H](C[C@@H](CC1)NCC1(CC1)C(F)(F)F)C1=CC=C(C(=O)O)C=C1 4-((2R,4R)-1-((5-methoxy-7-methyl-1H-indol-4-yl)methyl)-4-(((1-(trifluoromethyl)cyclopropyl)methyl)amino)piperidin-2-yl)benzoic acid